benzyl 3-{[(2-phenylethyl) amino]methyl}azetidine-1-carboxylate C1(=CC=CC=C1)CCNCC1CN(C1)C(=O)OCC1=CC=CC=C1